[Ni]=O.[Ta] tantalum-nickel oxide